CC1(OB(OC1(C)C)C=1C=CC=2N(C1)N=CC2)C 6-(4,4,5,5-tetramethyl-1,3,2-Dioxaborolan-2-yl)pyrazolo[1,5-a]pyridine